C(C)(C)N(C(C)C)CC1=CC=C(O1)\C(\C(\C)=N\NC(NC)=S)=N\NC(NC)=S (2E,2'E)-2,2'-(1-(5-((diisopropylamino)methyl)furan-2-yl)propane-1,2-diylidene)bis(N-methylhydrazine-1-carbothioamide)